N(=[N+]=[N-])C1=C(COC(=O)N[C@@H](CCCCN)C(=O)O)C=CC=C1 (epsilone)-(o-azidobenzyloxycarbonyl)lysine